2',3'-dihydrospiro[imidazolidine-4,1'-indene]-2,5-dione C12(CCC3=CC=CC=C13)NC(NC2=O)=O